2-methoxy-4-morpholinyl-N-(1-(5-(thiophen-2-yl)-1,3,4-oxadiazol-2-yl)ethyl)benzamide COC1=C(C(=O)NC(C)C=2OC(=NN2)C=2SC=CC2)C=CC(=C1)N1CCOCC1